N-(5-(methoxymethyl)-4'-((6-(methoxymethyl)-2-(tetrahydrofuran-3-yl)pyrimidin-4-yl)amino)-[2,3'-bipyridyl]-6'-yl)acetamide COCC=1C=CC(=NC1)C=1C=NC(=CC1NC1=NC(=NC(=C1)COC)C1COCC1)NC(C)=O